N-[2-(2,4-dichlorophenyl)-2H-1,2,3-triazol-4-yl]-4-methoxybenzamide ClC1=C(C=CC(=C1)Cl)N1N=CC(=N1)NC(C1=CC=C(C=C1)OC)=O